2-(3,8-diazabicyclo[3.2.1]oct-8-yl)-N-cyclopentylbenzo[d]thiazole-5-carboxamide C12CNCC(CC1)N2C=2SC1=C(N2)C=C(C=C1)C(=O)NC1CCCC1